NC=1C(=C(C=CC1N)C1=COCCCN1C(=O)OC(C)(C)C)F tert-Butyl 3-(3,4-diamino-2-fluorophenyl)-6,7-dihydro-5H-1,4-oxazepine-4-carboxylate